FC1=C(OC=2N=NC(=CC2C(=O)NC2=CC(=CC=C2)S(=O)(=N)C)C(F)(F)F)C=CC=C1F 3-(2,3-difluorophenoxy)-N-(3-(S-methylsulfonimidoyl)phenyl)-6-(trifluoromethyl)pyridazine-4-carboxamide